OC1=NOC2=C(C=C1)C=CC(=C2O)CN2CCC(CC2)C(F)(F)F 3,9-dihydroxy-8-((4-(trifluoromethyl)piperidin-1-yl)methyl)benzo[5,6]oxazepin